C(CCCCCCCCCCCCCCCCCCCCCC)=O tricosanal